Cl.NC1(COCC1)C(=O)NC1(CC1)C1=CC=C(C(=O)OC)C=C1 Methyl 4-[1-[(3-aminotetrahydrofuran-3-carbonyl)amino]cyclopropyl]benzoate, hydrochloride